N,N-bis(4-biphenylyl)-9,9'-spirobi[9H-fluoren]-2-amine C1(=CC=C(C=C1)N(C1=CC=2C3(C4=CC=CC=C4C2C=C1)C1=CC=CC=C1C=1C=CC=CC13)C1=CC=C(C=C1)C1=CC=CC=C1)C1=CC=CC=C1